ClC=1C=C2C(=C3C4(NC(NC13)=O)CCCCC4)OC(=C2)C(=O)NCCC=2OC=CC2 5'-chloro-N-[2-(furan-2-yl)ethyl]-7'-oxo-7',8'-dihydro-6'H-spiro[cyclohexane-1,9'-furo[2,3-f]quinazoline]-2'-carboxamide